allyl-methyl-diacetoxysilane C(C=C)[Si](OC(C)=O)(OC(C)=O)C